N[C@H](C)C=1C=C(C=C2C(N(C(=NC12)C1COCCC1)C)=O)C 8-((R)-1-aminoethyl)-3,6-dimethyl-2-(tetrahydro-2H-pyran-3-yl)quinazolin-4(3H)-one